4-[(3S)-2-(3,3-difluoro-2-methylpropionyl)-1,2-oxazolidin-3-yl]benzonitrile FC(C(C(=O)N1OCC[C@H]1C1=CC=C(C#N)C=C1)C)F